FC(C(=O)O)(F)F.FC1=C(C=C(C=C1C)NC1=NC=C(C(=N1)NC=1C=C(C2=C(NC(O2)=O)C1)F)F)C 5-(2-(4-fluoro-3,5-dimethylphenylamino)-5-fluoropyrimidin-4-ylamino)-7-fluorobenzo[d]oxazol-2(3H)-one trifluoroacetate salt